[C@H]12OC[C@H](N(C1)CCCO)C2 3-((1R,4R)-2-Oxa-5-azabicyclo[2.2.1]heptan-5-yl)propan-1-ol